8,8,8-Trifluorooctan-1-amine FC(CCCCCCCN)(F)F